2,5-dibromo-3-octylthiophene BrC=1SC(=CC1CCCCCCCC)Br